N1CCC2=C1C=CC=C2 Benzopyrrolidine